C[Si](C)(C)SCCC[Si](OCC)(OCC)C (trimethylsilyl)[3-(methyldiethoxysilyl) propyl] sulfide